C(C1=CC=CC=C1)(=O)C1=C(C(=O)[O-])C=CC=C1 o-benzoyl-benzoate